C(C)OC(=O)C1=CC(N(C=2CCCCC12)C#N)=O cyano-2-oxo-1,2,5,6,7,8-hexahydroquinoline-4-carboxylic acid ethyl ester